1,1-di(tert-amylperoxy)-cyclohexane C(C)(C)(CC)OOC1(CCCCC1)OOC(C)(C)CC